CN(C(=O)C1=NOC2(C1)CCNCCC2)C N,N-dimethyl-2,8-diaza-1-oxaspiro[4.6]undec-2-ene-3-carboxamide